N(N)C1=C2N=C(N(C2=NC=N1)C1=CC=CC2=CC=CC=C12)C 6-hydrazino-9-(naphthalen-1-yl)-8-methyl-9H-purine